NC1=NC(=C(C(=N1)N[C@H](CCO)CCC)CC1=C(C=C(CN(C(C)=O)CC(=O)OCC)C=C1)OC)C (S)-ethyl 2-(N-(4-((2-amino-4-(1-hydroxyhexan-3-ylamino)-6-methylpyrimidin-5-yl)methyl)-3-methoxybenzyl)acetamido)acetate